ethyl (E)-2-((4-bromo-2-ethoxy-6-fluorophenyl)diazenyl)-2-cyano-3-methylbutanoate BrC1=CC(=C(C(=C1)F)/N=N/C(C(=O)OCC)(C(C)C)C#N)OCC